[C@@H]12CNC[C@H]2C1N1C(N(C2=C1C=NC(=C2F)C2=CC(=CC1=CC=C(C(=C21)C#C)F)O)C)=O 3-[(1R,5S)-3-azabicyclo[3.1.0]hexan-6-yl]-6-(8-ethynyl-7-fluoro-3-hydroxy-1-naphthyl)-7-fluoro-1-methyl-imidazo[4,5-c]pyridin-2-one